3,4-Dihydroxy-mandelaldehyde OC=1C=C(C(C=O)O)C=CC1O